2-mercaptobenzothiazoleOne SC=1S(C2=C(N1)C=CC=C2)=O